isopropyl-(Z)-7-[(1R,2R,3R,5S)-3,5-dihydroxy-2-[(3R)-3-hydroxy-5-phenylpentyl]cyclopentyl]-5-heptenoate C(C)(C)OC(CCC\C=C/C[C@@H]1[C@H]([C@@H](C[C@@H]1O)O)CC[C@H](CCC1=CC=CC=C1)O)=O